C(C(C)C)NC=1C=CC2=CC=3C=CCC(C3C=C2C1)NC1=CC=C(C=C1)OC 3-(isobutylamino)-5-(p-methoxyphenylamino)-6H-anthracene